bis(tetraphenylphosphonium) dihydroisophthalate C(C1CC(C(=O)[O-])=CC=C1)(=O)[O-].C1(=CC=CC=C1)[P+](C1=CC=CC=C1)(C1=CC=CC=C1)C1=CC=CC=C1.C1(=CC=CC=C1)[P+](C1=CC=CC=C1)(C1=CC=CC=C1)C1=CC=CC=C1